C(C)(C)(C)OC(=O)NC(C)(C)[C@H]1C[C@H](N(C1)C(=O)OCC1=CC=CC=C1)C(NC1=NC(=CC=C1C)C(F)(F)F)=O Benzyl (2S,4S)-4-(2-((tert-butoxycarbonyl)amino)propan-2-yl)-2-((3-methyl-6-(trifluoromethyl)pyridin-2-yl)carbamoyl)pyrrolidine-1-carboxylate